(1-(4-(N-hydroxycarbamimidoyl)thiophen-2-yl)cyclopropyl)-carbamic acid tert-butyl ester C(C)(C)(C)OC(NC1(CC1)C=1SC=C(C1)C(NO)=N)=O